N-octadecenyl-2-methyl-3-tert-butylcarbonyloxy-pyridin-4-one C(=CCCCCCCCCCCCCCCCC)N1C(=C(C(C=C1)=O)OC(=O)C(C)(C)C)C